3-(5-(4-((1-(4-(8-(4-fluorophenyl)-3-hydroxy-6,7-dihydro-5H-benzo[7]annulen-9-yl)phenyl)piperidin-4-yl)methyl)piperazin-1-yl)-1-oxoisoindolin-2-yl)piperidine-2,6-dione FC1=CC=C(C=C1)C=1CCCC2=C(C1C1=CC=C(C=C1)N1CCC(CC1)CN1CCN(CC1)C=1C=C3CN(C(C3=CC1)=O)C1C(NC(CC1)=O)=O)C=CC(=C2)O